(S)-7,8-Difluorospiro[chroman-4,4'-oxazolidine] FC1=CC=C2C(=C1F)OCC[C@]21NCOC1